tert-butyl 1-{[(Z)-(1-{2-[(tert-butoxycarbonyl)amino]-1,3-thiazol-4-yl}-2-ethoxy-2-oxoethylidene)amino]oxy}-3,3-dimethylcyclobutane-1-carboxylate C(C)(C)(C)OC(=O)NC=1SC=C(N1)/C(/C(=O)OCC)=N/OC1(CC(C1)(C)C)C(=O)OC(C)(C)C